2-(3,4-dichlorophenyl)-N'-(pyridine-2-yl)acethydrazide tert-Butyl-2-(4-(2-((tert-butyldiphenylsilyl)oxy)ethyl)-6-(ethoxycarbonyl)-3-methylbenzo[b]thiophen-2-yl)-1H-indole-1-carboxylate C(C)(C)(C)OC(=O)N1C(=CC2=CC=CC=C12)C1=C(C2=C(S1)C=C(C=C2CCO[Si](C2=CC=CC=C2)(C2=CC=CC=C2)C(C)(C)C)C(=O)OCC)C.ClC=2C=C(C=CC2Cl)CC(=O)NNC2=NC=CC=C2